C(C)(C)(C)OC(=O)NC1CCC(CC1)C(=O)ON1C(CCC1=O)=O 2,5-dioxopyrrolidin-1-yl (1s,4s)-4-((tert-butoxycarbonyl)amino)cyclohexane-1-carboxylate